4-(4-(4-Aminopiperidin-1-yl)-7-(p-tolyl)pyrrolo[1,2-b]pyridazin-6-yl)benzonitrile hydrochloride Cl.NC1CCN(CC1)C=1C=2N(N=CC1)C(=C(C2)C2=CC=C(C#N)C=C2)C2=CC=C(C=C2)C